O1-tert-butyl O2-methyl (2S,4S)-4-[3-[7-fluoro-3-[3-(methylamino)propyl]-2-oxo-1H-benzimidazol-4-yl]phenoxy]pyrrolidine-1,2-dicarboxylate FC1=CC=C(C2=C1NC(N2CCCNC)=O)C=2C=C(O[C@H]1C[C@H](N(C1)C(=O)OC(C)(C)C)C(=O)OC)C=CC2